NC1=C(C=C(C=N1)NC(C(=O)N1[C@@H](C[C@H]([C@H](C1)C)OC)C=1C=CC2=C(N=CS2)C1)=O)C |&1:14| rac-N-(6-amino-5-methyl-3-pyridyl)-2-[(2S,5S)-2-(1,3-Benzothiazol-5-yl)-4-methoxy-5-methyl-1-piperidyl]-2-oxo-acetamide